FC1=C(C=C(C=C1)[N+](=O)[O-])CC(=O)O 2-(2-fluoro-5-nitrophenyl)acetic acid